FC1=C2CC(CC2=CC(=C1N1CC(NS1(=O)=O)=O)O)CNCCC(C)C 5-(4-fluoro-6-hydroxy-2-{[(3-methylbutyl)amino]methyl}-2,3-dihydro-1H-inden-5-yl)-1λ6,2,5-thiadiazolidine-1,1,3-trione